t-butylcyclopentadienyl-gallium (I) C(C)(C)(C)[Ga-]C1C=CC=C1